pentahydroflavone O1C(CC(=O)C2CCCC=C12)C1=CC=CC=C1